CS(=O)(=O)O.ClC1=C(C=CC=2N=CSC21)C2=CNC1=NC(=CN=C12)N1C2CC(CC1CC2)N endo-8-[7-(7-chloro-1,3-benzothiazol-6-yl)-5H-pyrrolo[2,3-b]pyrazin-3-yl]-8-azabicyclo[3.2.1]octan-3-amine, methanesulfonic acid salt